2-hydroxyhexadecanoyl-carnitine OC(C(=O)C(O)(C[N+](C)(C)C)CC([O-])=O)CCCCCCCCCCCCCC